NC1=C(C=C(C=C1F)Br)N1C(CCC1(C)C)=O (2-amino-5-bromo-3-fluorophenyl)-5,5-dimethylpyrrolidin-2-one